C(CCCCCCCCC)C=1C(=C(C=CC1)S(=O)(=O)O)CCCCCCCCCC di-decyl-benzenesulfonic acid